2-((6-(8-azabicyclo[3.2.1]oct-3-yl-(methyl)amino)-3,5-dicyano-4-ethylpyridin-2-yl)thio)-2-phenylacetamide C12CC(CC(CC1)N2)N(C2=C(C(=C(C(=N2)SC(C(=O)N)C2=CC=CC=C2)C#N)CC)C#N)C